(S)-2-amino-2-(1-methylcyclohexyl)acetic acid N[C@H](C(=O)O)C1(CCCCC1)C